2-((S)-1-aminoethyl)-3-(2-(hydroxymethyl)cyclopropyl)-5-methylquinazolin-4(3H)-one N[C@@H](C)C1=NC2=CC=CC(=C2C(N1C1C(C1)CO)=O)C